FC(C(=O)O)(F)F.ClC=1C=C(C=CC1Cl)[C@H]1CC[C@H](CC1)SC=1N=NNC1C(=O)O 4-(((cis)-4-(3,4-dichlorophenyl)cyclohexyl)thio)-1H-1,2,3-triazole-5-carboxylic acid 2,2,2-trifluoroacetate